CC1OC(C(CNC1)=O)C 2,7-dimethyl-6-oxo-1,2,3,4,6,7-hexahydro-[1,4]oxazepine